2-(5-((5-chloro-4-(piperidin-1-yl)pyrimidin-2-yl)amino)pyridin-3-yl)-8-(piperidin-4-yl)-2,8-diazaspiro[4.5]decan-1-one ClC=1C(=NC(=NC1)NC=1C=C(C=NC1)N1C(C2(CC1)CCN(CC2)C2CCNCC2)=O)N2CCCCC2